OCC(C(=O)OCC(C)(COC(C(CO)(C)C)=O)C)(C)C neopentyl glycol di(hydroxypivalate)